1-(cyclopropylmethyl)-4-tritylsulfanyl-piperidine C1(CC1)CN1CCC(CC1)SC(C1=CC=CC=C1)(C1=CC=CC=C1)C1=CC=CC=C1